methyl (diethoxyphosphoryl)acetate C(C)OP(=O)(OCC)CC(=O)OC